5-ethynyl-N-(4-phenylbutyl)benzamide C(#C)C=1C=CC=C(C(=O)NCCCCC2=CC=CC=C2)C1